NCC(=O)O.OC(CC)C1=NC=CN1C 1-hydroxypropyl-3-methylimidazole glycine salt